CC(CO)=CCCC(CC)C 2,6-dimethyl-2-octen-1-ol